BrC1=CN(C2=NC=C(C(=C21)N[C@H]2C[C@@H](CC2)NC(OC(C)(C)C)=O)[N+](=O)[O-])S(=O)(=O)C2=CC=CC=C2 tert-butyl ((1R,3R)-3-((3-bromo-5-nitro-1-(phenylsulfonyl)-1H-pyrrolo[2,3-b]pyridin-4-yl)amino)cyclopentyl)carbamate